(trans)-4-methoxycyclohexylamine CO[C@@H]1CC[C@H](CC1)N